OC(CNC(C1=CC=C(C=C1)C1=NC=CC2=C1C=CN2)=O)CC N-(2-hydroxybutyl)-4-(1H-pyrrolo[3,2-c]pyridin-4-yl)benzamide